CC1=CC=C(C=C1)S(=O)(=O)N=CC1=CC=C(C=C1)CC1=CC=C(C=C1)C 4-methyl-N-(4-(4-methylbenzyl)benzylidene)benzenesulfonamide